BrC1=CC=C(C=C1)C=1C2=C(C=NC1)CCC2 4-(4-bromophenyl)-6,7-dihydro-5H-cyclopenta[c]pyridine